CC1=NC2=CC=CC=C2C(=C1)NC1=CC=C(C(=O)NC2=CC(=CC=C2)OC2=CC=NC=C2)C=C1 4-((2-methylquinolin-4-yl)amino)-N-(3-(pyridin-4-yloxy)phenyl)benzamide